CN1CC(CCC1)N (1-methylpiperidin-3-yl)amine